CC=1SC(=CN1)C=1C=CC=C(C1)O 5-(2-methylthiazol-5-yl)phenol